N-propylpropan-1-aminium chloride [Cl-].C(CC)[NH2+]CCC